8-(2,3-dichlorophenyl)-4-morpholinoquinolin-3-amine ClC1=C(C=CC=C1Cl)C=1C=CC=C2C(=C(C=NC12)N)N1CCOCC1